t-butyl (5-fluoro-2-(methoxy-d3)-3-(4,4,5,5-tetramethyl-1,3,2-dioxaborolan-2-yl)phenyl)carbamate FC=1C=C(C(=C(C1)NC(OC(C)(C)C)=O)OC([2H])([2H])[2H])B1OC(C(O1)(C)C)(C)C